4-[(1R)-1-methyl-2-[[(S)-phenyl-[(3R)-1,2,3,4-tetrahydropyrido[2,3-b]pyrazin-3-yl]methyl]amino]ethyl]benzonitrile C[C@@H](CN[C@H]([C@H]1CNC2=C(N1)N=CC=C2)C2=CC=CC=C2)C2=CC=C(C#N)C=C2